C1(=C(C=CC=C1)N1CC2CNCC2C1)C1=CC=CC=C1 2-([1,1'-biphenyl]-2-yl)octahydropyrrolo[3,4-c]pyrrole